6-(2-ethoxyethyl)-1,3,4-trimethylcyclohex-1-ene C(C)OCCC1CC(C(C=C1C)C)C